NC(CN1C=C(C=2C1=NC=CC2CN2C(N(CCC2)C2=CC(=C(C=C2)OC)OCCCCC)=O)Cl)(C)C 1-((1-(2-amino-2-methylpropyl)-3-chloro-1H-pyrrolo[2,3-b]pyridin-4-yl)methyl)-3-(4-methoxy-3-(pentyloxy)phenyl)tetrahydropyrimidin-2(1H)-one